3H-phenoxazin-3-one C1=CC(C=C2OC3=CC=CC=C3N=C12)=O